C(C)N(C(=O)NC(C(=O)O)CCN(CCCCC1=NC=2NCCCC2C=C1)CCN1N=C(C=C1C)C)CC 2-(diethylcarbamoylamino)-4-[2-(3,5-dimethylpyrazol-1-yl)ethyl-[4-(5,6,7,8-tetrahydro-1,8-naphthyridin-2-yl)butyl]amino]butanoic acid